C(C)(=O)N1CC(C1)(C(=O)OC)NC(=O)OC(C)(C)C methyl 1-acetyl-3-[(tert-butoxycarbonyl)amino]azetidine-3-carboxylate